C(C)(=O)N1[C@H](CCC1)C(=O)N1CCN(C2(C1)CCN(C(CC2)=O)CC(=O)O)C 2-(4-(acetyl-D-prolyl)-1-methyl-10-oxo-1,4,9-triazaspiro[5.6]dodecan-9-yl)acetic acid